N-{2-[(3aR,6aS)-hexahydro-1H-furo[3,4-b]pyrrol-1-yl]pyrimidin-4-yl}-8-[(2R,3S)-3-(methanesulfonyl-methyl)-2-methylazetidin-1-yl]-5-(propan-2-yl)-2,6-naphthyridin-3-amine N1([C@H]2[C@@H](CC1)COC2)C2=NC=CC(=N2)NC=2N=CC1=C(C=NC(=C1C2)C(C)C)N2[C@@H]([C@H](C2)CS(=O)(=O)C)C